2-benzyl-6-hydroxyphenylpyridazine C(C1=CC=CC=C1)C1=C(C(=CC=C1)O)C=1N=NC=CC1